C(CCC)C(C(S(=P([S-])([O-])[O-])CC)(CCCC)CCCC)CCCC tetrabutylDiethyldithiophosphate